FC=1C(=CC(=C(C1)N[C@@H](C)C(=O)N)[N+](=O)[O-])[N+](=O)[O-] (5-fluoro-2,4-dinitrophenyl)-L-alaninamide